ClC1=C(C=C(C=C1)C)OC1=CC=C(N)C=C1 4-(4-chloro-3-tolyloxy)aniline